ClC1=CC(=C(C=C1)COC1=CC=CC(=N1)C1=CC(N(C=C1)CC=1N(C2=C(N1)C=CC(=C2)C(=O)O)C[C@H]2OCC2)=O)F 2-[[4-[6-[(4-chloro-2-fluorophenyl)methoxy]-2-pyridyl]-2-oxo-1-pyridyl]methyl]-3-[[(2S)-oxetan-2-yl]methyl]benzimidazole-5-carboxylic acid